Diethyl (E)-((1-(6,7-dimethoxyquinazolin-4-yl)azepan-4-ylidene)methyl)phosphonate COC=1C=C2C(=NC=NC2=CC1OC)N1CC\C(\CCC1)=C\P(OCC)(OCC)=O